C(#N)CN1N=CC(=C1)C=CC1=NN(C2=CC=C(C=C12)NS(=O)(=O)C1=CC(=CC(=C1)F)F)C1OCCCC1 N-(3-(2-(1-(cyanomethyl)-1H-pyrazol-4-yl)vinyl)-1-(tetrahydro-2H-pyran-2-yl)-1H-indazol-5-yl)-3,5-difluorobenzenesulfonamide